4-bromo-1-(1,1-difluoro-2-methylpropan-2-yl)-1H-pyrazole BrC=1C=NN(C1)C(C(F)F)(C)C